C(C)(C)C1=NC(=CC(=C1)N1S(C2=C(C1)C(=CC=C2)F)(=O)=O)C(C)C N-(2,6-diisopropylpyridin-4-yl)-4-fluorobenzo[d]isothiazol-1,1-dioxide